C(C)(C)(C)OC(N([C@H]1CNCCC1)C)=O |r| (rac)-N-methyl-N-(3-piperidyl)carbamic acid tert-butyl ester